thallium(II) trifluoroacetate FC(C(=O)[O-])(F)F.[Tl+2].FC(C(=O)[O-])(F)F